C(C)(C)(C)N(C(O)=O)C1=CC2=C(N=CO2)C(=C1)N1CCC(CC1)(F)F.CC1=C(C=CC(=C1)N=NC1=C(C=CC=C1)C)N1N=CC=C1C(=O)N 2-methyl-4-[2-(2-methylphenyl)diazenyl]phenyl-1H-pyrazole-5-carboxamide tert-butyl-(4-(4,4-difluoropiperidin-1-yl)benzo[d]oxazol-6-yl)carbamate